NC1=CC(=C2NC(CCCCC[C@](C3=NN=C(C1=N2)O3)(O)C(F)(F)F)C(C)C)C(F)(F)F (6R)-17-amino-12-isopropyl-6,15-bis(trifluoromethyl)-19-oxa-3,4,13,18-tetraazatricyclo[12.3.1.12,5]nonadeca-1(18),2,4,14,16-penta-en-6-ol